O1C(=CC=C1)P(C=1OC=CC1)C=1OC=CC1 tris-2-furanyl-phosphine